Methyl (2S)-2-(tert-butoxycarbonylamino)-3-iodo-propanoate C(C)(C)(C)OC(=O)N[C@@H](C(=O)OC)CI